C(C)O[Si](OCCOCCOCCOCCOCCOCCCCCCCCCCCCC)(OCCOCCOCCOCCOCCOCCCCCCCCCCCCC)CCCS ethoxy(3-mercaptopropyl)bis(3,6,9,12,15-pentaoxaoctacosan-1-yloxy)silane